2-(3-fluoropyridin-2-yl)-2-methylpropanoic acid FC=1C(=NC=CC1)C(C(=O)O)(C)C